NC1=CC=C(C(=C1C1=CC(N2[C@@H](CCC2C1)C(=O)OCC(=O)C1=C(C(=NC=C1)OCC(C)(C)O)F)=O)F)Cl 2-(3-fluoro-2-(2-hydroxy-2-methylpropoxy)pyridin-4-yl)-2-oxoethyl (3S)-7-(6-amino-3-chloro-2-fluorophenyl)-5-oxo-1,2,3,5,8,8a-hexahydroindolizine-3-carboxylate